7-methyl-1-tosyl-1H-indol-5-ol CC=1C=C(C=C2C=CN(C12)S(=O)(=O)C1=CC=C(C)C=C1)O